5-chloro-N2-(2-methoxy-4-(4-(4-methylpiperazin-1-yl)piperidin-1-yl)phenyl)pyrimidine-2,4-diamine ClC=1C(=NC(=NC1)NC1=C(C=C(C=C1)N1CCC(CC1)N1CCN(CC1)C)OC)N